1,3,5-tris(3-(dimethylamino)propyl)-hexahydro-triazine CN(CCCN1NN(CC(C1)CCCN(C)C)CCCN(C)C)C